Cl.FC=1C=C(OCCN)C=CC1OC(F)(F)F 2-(3-fluoro-4-(trifluoromethoxy)phenoxy)ethylamine hydrochloride